7-(2-Ethoxy-2-oxoethyl)-3-methyl-2,3-dihydrobenzofuran-3-carboxylic acid C(C)OC(CC1=CC=CC=2C(COC21)(C(=O)O)C)=O